3-(5-(2-((2-(trimethylsilyl)ethoxy)methyl)-2H-tetrazol-5-yl)pyridin-3-yl)phenyl cycloheptylcarbamate C1(CCCCCC1)NC(OC1=CC(=CC=C1)C=1C=NC=C(C1)C=1N=NN(N1)COCC[Si](C)(C)C)=O